NC1(CC1)COC=1C(=C2CC(CC2=CC1)CNCCC1CN(C(O1)=O)C=1C=CC=2OCC(NC2N1)=O)Cl 6-[5-[2-[[5-[(1-aminocyclopropyl)methoxy]-4-chloro-2,3-dihydro-1H-inden-2-yl]methylamino]ethyl]-2-oxo-1,3-oxazolidin-3-yl]-4H-pyrido[3,2-b][1,4]oxazin-3-one